ClC1=CC=C(C=N1)C1=NN(C=2C1=NC(=C(C2)OC)C2(CCC1=CC=CC=C21)C#N)COCC[Si](C)(C)C (3-(6-Chloropyridin-3-yl)-6-methoxy-1-((2-(trimethylsilyl)ethoxy)methyl)-1H-pyrazolo[4,3-b]pyridin-5-yl)-2,3-dihydro-1H-indene-1-carbonitrile